C(C)OC(=O)C1=CNC2=CN=C(C=C2C1=O)Br.C(C)(C)(C)C=1C(C=C(C(C1)=O)C(C)(C)C)=O 2,5-di-tert-butyl-p-benzoquinone ethyl-6-bromo-4-oxo-1,4-dihydro-1,7-naphthyridine-3-carboxylate